C(C1=CC=CC=C1)N1N=C(N=C1)C(=O)N[C@@H]1C(N(C=2N(CC1)N=C(C2)CCOCCOC)C)=O 1-benzyl-N-[(6S)-2-[2-(2-methoxyethoxy)ethyl]-4-methyl-5-oxo-7,8-dihydro-6H-pyrazolo[1,5-a][1,3]diazepin-6-yl]-1,2,4-triazole-3-carboxamide